C(C)(=O)NC1=NC=CC(=C1)OC1=C(C=C(C=C1)NC(=O)C1=NC=CN(C1=O)C1=CC=CC=C1)F N-{4-[2-(acetamido)pyridin-4-yloxy]-3-fluorophenyl}-3-oxo-4-phenyl-3,4-dihydropyrazine-2-carboxamide